5-((S)-3-(((1-(3-((4-((3-chloro-4-fluorophenyl)amino)-7-methoxyquinazolin-6-yl)oxy)propyl)piperidin-4-yl)methyl)amino)piperidin-1-yl)-2-(2,6-dioxopiperidin-3-yl)isoindoline-1,3-dione ClC=1C=C(C=CC1F)NC1=NC=NC2=CC(=C(C=C12)OCCCN1CCC(CC1)CN[C@@H]1CN(CCC1)C=1C=C2C(N(C(C2=CC1)=O)C1C(NC(CC1)=O)=O)=O)OC